N-carbamyl-maleimide C(N)(=O)N1C(C=CC1=O)=O